FC(C1=NNC2=CC=C(C=C12)C(=O)OC)F methyl 3-(difluoromethyl)-1H-indazole-5-carboxylate